ClC1=C(C=C(OCC(=O)NC23CC(C2)(C3)C=3OC(=NN3)OC3=CC(=CC=C3)C(F)(F)F)C=C1)F 2-(4-chloro-3-fluorophenoxy)-N-(3-{5-[3-(trifluoromethyl)phenoxy]-1,3,4-oxadiazol-2-yl}bicyclo[1.1.1]pentan-1-yl)acetamide